2-(3-(3-(2-(3-methylisoxazol-5-yl)acetamido)-1H-pyrazol-5-yl)cyclopentyl)acetic acid CC1=NOC(=C1)CC(=O)NC1=NNC(=C1)C1CC(CC1)CC(=O)O